2-(2,3-dichloro-4-(2-methylenebutyryl)phenoxy)-N-(1-methyl-1H-indol-5-yl)acetamide ClC1=C(OCC(=O)NC=2C=C3C=CN(C3=CC2)C)C=CC(=C1Cl)C(C(CC)=C)=O